P(=O)(OC(C)CCCCC)(OC(C)CCCCC)[O-] di(2-heptyl) phosphate